(S)-2-((1-(3-((4-methoxybenzyl)amino)pyrazin-2-yl)ethyl)amino)ethan-1-ol COC1=CC=C(CNC=2C(=NC=CN2)[C@H](C)NCCO)C=C1